glycerol monolinoleate (glyceryl-monolinoleate) C(C(O)CO)CCCCC\C=C/C\C=C/CCCCCCCC(=O)OC(COC(CCCCCCC\C=C/C\C=C/CCCCC)=O)CO